[5-(6-aminopyrazin-2-yl)pyrimidin-2-yl]{[3-fluoro-1-(3-fluoro(2-pyridyl))cyclobutyl]methyl}amine NC1=CN=CC(=N1)C=1C=NC(=NC1)NCC1(CC(C1)F)C1=NC=CC=C1F